C(CCC)C1=NC2(C(N1)=O)CCCCC2 butyl-1,3-diazaspiro[4.5]dec-1-en-4-one